(4-(3-chlorophenyl)piperazin-1-yl)-3-phenoxypropane-2-ol ClC=1C=C(C=CC1)N1CCN(CC1)CC(COC1=CC=CC=C1)O